N-(2-((4,4-difluorocyclohexyl)methyl)-1-isopropyl-1H-benzo[d]imidazol-6-yl)-2-(4-(ethylsulfonyl)phenyl)acetamide FC1(CCC(CC1)CC1=NC2=C(N1C(C)C)C=C(C=C2)NC(CC2=CC=C(C=C2)S(=O)(=O)CC)=O)F